N1(CCCC2=CC=CC=C12)C1=NN=C2N1C1=CC=CC=C1C=N2 (3,4-dihydro-quinolin-1(2H)-yl)-[1,2,4]triazolo[4,3-a]quinazoline